OC(C)(C)C=1C=C(OC1C)[S@](=O)(N)=NC(NC1=C2C(CCC2=CC=2CCCC12)C)=O (S)-4-(2-hydroxy-propan-2-yl)-5-methyl-N'-((3-methyl-1,2,3,5,6,7-hexahydro-s-indacen-4-yl)-carbamoyl)furan-2-sulfonimidamide